hexadecane Cobalt(II) [Co+2].CCCCCCCCCCCCCCCC